tricyclohexylphosphonium bromide [Br-].C1(CCCCC1)[PH+](C1CCCCC1)C1CCCCC1